(3-methyl-phenyl)-5-trifluoromethyl-1,3,4-oxadiazole CC=1C=C(C=CC1)C=1OC(=NN1)C(F)(F)F